FC(COC1=C(C=C(C(=N1)OC)NS(=O)(=O)C1=CN=C2N1C=CC(=N2)C)F)F N-[6-(2,2-difluoroethoxy)-5-fluoro-2-methoxy-3-pyridinyl]-7-methyl-imidazo[1,2-a]pyrimidine-3-sulfonamide